N-[8-[4-[3-[4-[(2,6-dioxo-3-piperidyl)amino]phenyl]propyl]piperazin-1-yl]octyl]-5-[rac-(2R)-2-(2,5-difluorophenyl)pyrrolidin-1-yl]pyrazolo[1,5-a]pyrimidine-3-carboxamide O=C1NC(CCC1NC1=CC=C(C=C1)CCCN1CCN(CC1)CCCCCCCCNC(=O)C=1C=NN2C1N=C(C=C2)N2[C@H](CCC2)C2=C(C=CC(=C2)F)F)=O |r|